ClC=1N=C2N(N=CC3=C2C(C[C@H]3C(=O)NC=3C=NC(=C(C3)Cl)N3N=CC=N3)(C)C)C1 (R)-2-chloro-N-(5-chloro-6-(2H-1,2,3-triazol-2-yl)pyridin-3-yl)-9,9-dimethyl-8,9-dihydro-7H-cyclopenta[d]imidazo[1,2-b]pyridazine-7-carboxamide